FC1=C(CNC2=C3C(=NC(=N2)C2=CC=C(C#N)C=C2)N(N=C3CC)C)C(=CC=C1)F 4-(4-((2,6-difluorobenzyl)amino)-3-ethyl-1-methyl-1H-pyrazolo[3,4-d]pyrimidin-6-yl)benzonitrile